(l)-2,5-dibromo-3-hexylthiophene BrC=1SC(=CC1CCCCCC)Br